(terphenyl) carbamate C(N)(O)=O.C1(=CC=CC=C1)C=1C(=CC=CC1)C1=CC=CC=C1